1-((5aS,6R,11bR)-14-(cyclopropylmethyl)-5a,10-dihydroxy-1,2,5,5a,6,7-hexahydro-6,11b-(epiminoethano)naphtho[1,2-d]azepin-3(4H)-yl)-2-(1H-indol-2-yl)ethan-1-one C1(CC1)CN1CC[C@]23CCN(CC[C@]2([C@H]1CC1=CC=C(C=C13)O)O)C(CC=1NC3=CC=CC=C3C1)=O